(2S)-2-methoxy-2-phenyl-N-(5-{[(3R)-1-(pyridazin-3-yl)pyrrolidin-3-yl]oxy}-1,3,4-thiadiazol-2-yl)acetamide CO[C@H](C(=O)NC=1SC(=NN1)O[C@H]1CN(CC1)C=1N=NC=CC1)C1=CC=CC=C1